C(CCCCCC)(=O)O.C(CCCCCC)(=O)O heptanoic acid (enanthate)